ClC=1C(=C(C=CC1Cl)NC1=NC=NC2=CC(=C(C=C12)OC1CCN(CC1)CC=1C(=C2CN(C(C2=CC1)=O)C1C(NC(CC1)=O)=O)F)OC)F 3-(5-((4-((4-((3,4-dichloro-2-fluorophenyl)amino)-7-methoxyquinazolin-6-yl)oxy)piperidin-1-yl)methyl)-4-fluoro-1-oxoisoindolin-2-yl)piperidine-2,6-dione